COC=1C=NC2=C(C=CC=C2C1)NS(=O)(=O)C=1C=NC(=CC1)C(F)(F)F N-(3-meth-oxyquinolin-8-yl)-6-(trifluoro-methyl)pyridine-3-sulfonamide